NC([C@@H](C)N1CSC(=C1C)COC=1C=CC2=C(C=C(O2)C)C1)=O (R)-N-(1-amino-1-oxopropan-2-yl)-2-methyl-5-((4-methylthiazol-5-yl)methoxy)benzofuran